2-[2-(dimethylamino)-5-thiazolyl]-6-fluoro-4-methoxy-5-(trifluoromethyl)pyrimidine tert-Butyl-2-(3-acetyl-6-(ethoxy(methyl)phosphoryl)-1H-indazol-1-yl)acetate C(C)(C)(C)OC(CN1N=C(C2=CC=C(C=C12)P(=O)(C)OCC)C(C)=O)=O.CN(C=1SC(=CN1)C1=NC(=C(C(=N1)OC)C(F)(F)F)F)C